C1(=CC=CC=C1)N1C2=CC=CC=C2C=2C=C(C=CC12)N(C1=CC=CC=C1)C=1C=CC=2N(C3=CC=C(C=C3C2C1)N(C=1C=CC=2N(C3=CC=CC=C3C2C1)C1=CC=CC=C1)C1=CC=CC=C1)C1=CC=CC=C1 3,6-bis[N-(9-phenylcarbazol-3-yl)-N-phenylamino]-9-Phenylcarbazole